C1(CC1)S(=O)(=O)N1CCC(CC1)C=1C2=C(N=C(N1)N)C(=NC(=C2)C)N2CC1(CNC1)C(C2)(F)F (1-(cyclopropylsulfonyl)piperidin-4-yl)-8-(8,8-difluoro-2,6-diazaspiro[3.4]oct-6-yl)-6-methylpyrido[3,4-d]pyrimidin-2-amine